(3S,4R,5R)-3,4,5-tris(benzyloxy)-1-(((R)-1-(o-tolyl)pyrrolidin-3-yl)methyl)piperidine C(C1=CC=CC=C1)O[C@H]1CN(C[C@H](C1OCC1=CC=CC=C1)OCC1=CC=CC=C1)C[C@@H]1CN(CC1)C1=C(C=CC=C1)C